((4-((4-phenyl-2-(trifluoromethyl)thiazol-5-yl)oxy)pyridin-2-yl)amino)benzenesulfonamide C1(=CC=CC=C1)C=1N=C(SC1OC1=CC(=NC=C1)NC1=C(C=CC=C1)S(=O)(=O)N)C(F)(F)F